CC(C(=O)OCCOC(=O)C=C)Br 2-(2-bromopropionyloxy) ethyl acrylate